2-((1-methyl-1H-pyrazol-4-yl)amino)-4-((2-vinylbenzyl)amino)pyrimidin CN1N=CC(=C1)NC1=NC=CC(=N1)NCC1=C(C=CC=C1)C=C